(2-(methoxymethoxy)phenyl)(3-phenyl-1H-indol-2-yl)methanol COCOC1=C(C=CC=C1)C(O)C=1NC2=CC=CC=C2C1C1=CC=CC=C1